N-(1-(6-(3-fluorotetrahydrofuran-3-yl)-4-methoxypyridin-2-yl)-3-methyl-1H-pyrazolo[4,3-c]pyridin-6-yl)acetamide (S)-methyl-2-(1-oxo-3,4-dihydroisoquinolin-2(1H)-yl)-3-phenylpropanoate COC([C@H](CC1=CC=CC=C1)N1C(C2=CC=CC=C2CC1)=O)=O.FC1(COCC1)C1=CC(=CC(=N1)N1N=C(C=2C=NC(=CC21)NC(C)=O)C)OC